4-Butylbenzene-1,3-diol C(CCC)C1=C(C=C(C=C1)O)O